C(C)(C)N(P(OCCC#N)OCC1CCC(CC1)P(=O)(OC)OC)C(C)C 2-Cyanoethyl ((4-(dimethoxyphosphoryl)cyclohexyl)methyl) diisopropylphosphoramidite